FC(OC1=CC=C(C=N1)C1=NN(C(C=C1)=O)CCNS(=O)(=O)C)F N-(2-(3-(6-(difluoromethoxy)pyridin-3-yl)-6-oxopyridazin-1(6H)-yl)ethyl)methanesulfonamide